C1(=CC=CC=C1)C=NN (phenylmethylene)hydrazine